CC1=C(C(C(C=C1)C)C)C(=O)[O-] 2,5,6-trimethylcyclohexane-1,3-diene-1-carboxylate